dimethyl 3-bromo-5-nitrophthalate BrC1=C(C(C(=O)OC)=CC(=C1)[N+](=O)[O-])C(=O)OC